6-[5-(2-hydroxyethyl)-2H-benzotriazol-2-yl]benzo[1,3]dioxol-5-ol OCCC1=CC=2C(=NN(N2)C=2C(=CC3=C(OCO3)C2)O)C=C1